(E)-1-acetyl-2-((5-(morpholine-4-carbonyl)thiazol-2-yl)methylene)-indolin-3-one C(C)(=O)N1/C(/C(C2=CC=CC=C12)=O)=C/C=1SC(=CN1)C(=O)N1CCOCC1